Methyl 1-(2-((2,2-difluorobenzo[d][1,3]dioxol-5-yl)amino)-5-methylpyrimidin-4-yl)-1H-pyrrole-3-carboxylate FC1(OC2=C(O1)C=CC(=C2)NC2=NC=C(C(=N2)N2C=C(C=C2)C(=O)OC)C)F